COC=1C=C2C=CN(C2=CC1)C(=O)[O-] 5-methoxyindole-1-carboxylate